C(=O)(O)C1=CC=C(C=C1)C=1C2=CC(=C(N2)C=C2C=CC(C(=C3C=CC(=C(C=4C=CC1N4)C4=CC=CC=C4)N3)C3=CC=CC=C3)=N2)C2=CC=CC=C2 5-(4-carboxyphenyl)-10,15,2-Triphenylporphine